3-chloro-1-(5-(6,6-dimethyl-4,5,6,7-tetrahydrobenzo[d]isoxazol-3-yl)-1,2,4-oxadiazol-3-yl)-1H-indole-5-carbaldehyde ClC1=CN(C2=CC=C(C=C12)C=O)C1=NOC(=N1)C1=NOC2=C1CCC(C2)(C)C